(2s,4s)-4-((2-(hydroxymethyl)pyrimidin-4-yl)oxy)-2-methylpiperidine-1-carboxylic acid tert-butyl ester C(C)(C)(C)OC(=O)N1[C@H](C[C@H](CC1)OC1=NC(=NC=C1)CO)C